2,6-dibromophenylboric acid BrC1=C(C(=CC=C1)Br)OB(O)O